FC1(CCN(CC1)C1=NC2=CC(=C(C=C2C(=N1)NC1=CC=NC=C1)OC)OCCCN1CCCC1)F 2-(4,4-difluoropiperidin-1-yl)-6-methoxy-N-(pyridin-4-yl)-7-(3-(pyrrolidin-1-yl)propoxy)quinazolin-4-amine